OC1=CC2=C(C(C[C@H](O2)C2=CC=C(C=C2)O[C@H]2[C@H](O)[C@@H](O)[C@H](O)[C@H](O2)CO)=O)C=C1 (2S)-2,3-dihydro-7-hydroxy-2-[4-(β-D-glucopyranosyl-oxy)phenyl]-4H-1-benzopyran-4-one